C(#N)C1=CC=C(C=C1)C(/C=C/C=1C=C(O[C@H](C(=O)O)C)C=CC1)=O (2S)-2-[3-[(E)-3-(4-Cyanophenyl)-3-oxoprop-1-enyl]phenoxy]propanoic acid